COC1=C(C(=CC=C1)C)N1CCC(CC1)N1C(N(C=2C(C1)=CN(N2)C)CC2=C(C=CC=C2)C(F)(F)F)=O 5-[1-(2-Methoxy-6-methyl-phenyl)-piperidin-4-yl]-2-methyl-7-(2-trifluoromethyl-benzyl)-2,4,5,7-tetrahydro-pyrazolo[3,4-d]pyrimidin-6-on